C1(=CC=CC=C1)C1(CCN(CC1)C(=O)C1=NC2=CC=C(C=C2C(=C1)C(=O)N1CCCCC1)OCC1=CC=C(C=C1)C(F)(F)F)C#N 4-phenyl-1-(4-(piperidine-1-carbonyl)-6-((4-(trifluoro-methyl)benzyl)oxy)quinoline-2-carbonyl)piperidine-4-carbonitrile